5-{10-azatricyclo[6.3.1.02,7]dodeca-2,4,6-triene-10-carbonyl}-6-methyl-N-(1-methylcyclopropyl)furo[2,3-d]pyrimidin-4-amine C12C3=CC=CC=C3C(CN(C1)C(=O)C1=C(OC=3N=CN=C(C31)NC3(CC3)C)C)C2